C(CN1C(=NC2=C1C=CC(=C2OC)C(N)=O)C2=C(C(=O)O)C=CC(=C2)Cl)N2C(=NC1=C2C=CC(=C1OC)C(N)=O)C1=C(C(=O)O)C=CC(=C1)Cl (d)-2,2'-(ethane-1,2-diylbis(5-carbamoyl-4-methoxy-1H-benzo[d]imidazole-1,2-diyl))bis(4-chlorobenzoic acid)